CC(C(=O)C1=CC=C(C=C1)N1CCOCC1)(C)N 2-methyl-2-amino(4-morpholinophenyl)propane-1-one